tri(diethylphenoxy)phenol C(C)C=1C(=C(OC2=C(C(=C(C=C2)O)OC2=C(C(=CC=C2)CC)CC)OC2=C(C(=CC=C2)CC)CC)C=CC1)CC